Octadecyl 3,5-di-tert-butylhydroxyhydrocinnamate C(C)(C)(C)C=1C=C(CC(C(=O)OCCCCCCCCCCCCCCCCCC)O)C=C(C1)C(C)(C)C